C(CCCC[C@@H]1SC[C@@H]2NC(=O)N[C@H]12)(=O)C1(O)[C@H](N)[C@@H](O)[C@H](O)[C@H](O1)CO biotinylglucosamine